C(#C)C1=C2C(=CC(=CC2=CC=C1)O)C1=C(C=2N=C(N=C(C2C=N1)N1CC2C3CC3C(C1)N2)OCC21CCCN1CCC2)F 5-ethynyl-4-(8-fluoro-2-((tetrahydro-1H-pyrrolizin-7a(5H)-yl)methoxy)-4-(7,9-diazatricyclo[3.3.1.02,4]nonan-7-yl)pyrido[4,3-d]pyrimidin-7-yl)naphthalen-2-ol